N-((S)-chroman-4-yl)-8-isopropyl-2-methyl-3-((1s,4R)-4-(trifluoromethyl)cyclohexyl)imidazo[1,2-b]pyridazine-7-carboxamide O1CC[C@@H](C2=CC=CC=C12)NC(=O)C1=C(C=2N(N=C1)C(=C(N2)C)C2CCC(CC2)C(F)(F)F)C(C)C